ethyl-2,2'-azobisisobutyronitrile acetate C(C)(=O)O.C(C)CC(C#N)(C)N=NC(C#N)(C)C